4-fluoro-9-(4-fluorophenyl)-1-((R)-pyrrolidin-2-yl)-8,9-dihydro-2,7,9a-triazabenzo[cd]azulen-6(7H)-one FC=1C=C2C3=C(N=C(N3C(CNC2=O)C2=CC=C(C=C2)F)[C@@H]2NCCC2)C1